C(CCCCCCCC)(=O)C(O)[C@H](O)[C@@H](O)[C@H](O)[C@H](O)CO nonanoyl-sorbitol